CC1=CC=CC=2C=3C(NC12)N=C(NN3)N/N=C(\C)/C3=NC=CC=C3 6-methyl-N-[(E)-1-pyridin-2-ylethylideneamino]-4a,5-dihydro-2H-[1,2,4]triazino[5,6-b]indol-3-amine